3-iodo-1-((3s,5r)-5-(methoxymethyl)pyrrolidin-3-yl)-1H-pyrazolo[3,4-d]pyrimidin-4-amine hydrochloride Cl.IC1=NN(C2=NC=NC(=C21)N)[C@@H]2CN[C@H](C2)COC